(3aR,4R,6S,6aS)-6-methoxy-2,2-dimethyl-N-(3-oxopropyl-3-d)tetrahydrofuro[3,4-d][1,3]dioxole-4-carboxamide CO[C@H]1O[C@H]([C@H]2[C@@H]1OC(O2)(C)C)C(=O)NCCC([2H])=O